5-fluoro-8H-dibenzo[3,4:6,7]cyclohepta[1,2-b]thiophen-8-ol FC=1C=CC2=C(C3=C(SC=C3)C3=C(C2O)C=CC=C3)C1